ethyl (2Z)-3-cyclopropyl-2-hydroxyimino-3-oxo-propanoate C1(CC1)C(/C(/C(=O)OCC)=N/O)=O